2-fluoropyrazol FN1N=CC=C1